2-((3-cyano-6-methyl-4-(thiophen-2-yl)pyridin-2-yl)thio)-N-(2,4,6-trichlorophenyl)acetamide methyl-meta-toluate COC(=O)C=1C=C(C=CC1)C.C(#N)C=1C(=NC(=CC1C=1SC=CC1)C)SCC(=O)NC1=C(C=C(C=C1Cl)Cl)Cl